ClC=1C(=CC(=C(CN[C@@H](CO)C(=O)O)C1)OCC=1C=NC=CC1)OCC1=C(C(=CC=C1)C1=C2CCN(C2=CC=C1)CCCN1CC(CC1)(C(=O)OC)O)C N-(5-chloro-2-((pyridin-3-yl)methoxy)-4-(3-(1-(3-(3-hydroxy-3-methoxyformylpyrrolidin-1-yl)Propyl)indoline-4-yl)-2-methylbenzyloxy)benzyl)-L-serine